5,10,15-tris(4-methoxyphenyl)-20-ethylporphyrin COC1=CC=C(C=C1)C=1C2=CC=C(N2)C(=C2C=CC(C(=C3C=CC(=C(C=4C=CC1N4)C4=CC=C(C=C4)OC)N3)C3=CC=C(C=C3)OC)=N2)CC